[(S)-cyano-(3-phenoxyphenyl)methyl] (1R,3R)-3-(2,2-dichloroethenyl)-2,2-dimethylcyclopropane-1-carboxylate ClC(=C[C@@H]1C([C@@H]1C(=O)O[C@@H](C1=CC(=CC=C1)OC1=CC=CC=C1)C#N)(C)C)Cl